(R)-[4-Fluoro-3-(7-morpholin-4-yl-quinazolin-4-yl)-phenyl]-(3-methyl-pyrazin-2-yl)methanol FC1=C(C=C(C=C1)[C@@H](O)C1=NC=CN=C1C)C1=NC=NC2=CC(=CC=C12)N1CCOCC1